dibenzyl (E)-but-2-enedioate C(\C=C\C(=O)OCC1=CC=CC=C1)(=O)OCC1=CC=CC=C1